(2R)-2-(9H-fluoren-9-ylmethoxycarbonylamino)pent-4-enoic acid C1=CC=CC=2C3=CC=CC=C3C(C12)COC(=O)N[C@@H](C(=O)O)CC=C